FC(C(=O)OC1CC(C1)CCNC(=O)O[C@H]1[C@H](NC[C@@H]1O)CC1=CC=C(C=C1)C1=CN=CS1)(F)F (1s,3r)-3-{2-[({[(2R,3S,4S)-4-hydroxy-2-{[4-(1,3-thiazol-5-yl)phenyl]methyl}pyrrolidin-3-yl]oxy}carbonyl)amino]ethyl}cyclobutyl 2,2,2-trifluoroacetate